ClC=1C(=CC(=C(C1)[C@H]1[C@@H](C1)C=1C=NC(=NC1)C1=NC=CC=N1)OCCOC)F trans-5-(2-(5-chloro-4-fluoro-2-(2-methoxyethoxy)phenyl)cyclopropyl)-2,2'-bipyrimidine